O(C1=CC=CC=C1)C1=CC=C(C=C1)C1=CN(C=2N=CN=C(C21)N)C2CCC1(OCCO1)CC2 5-(4-phenoxyphenyl)-7-(1,4-dioxaspiro[4.5]dec-8-yl)-7H-pyrrolo[2,3-d]pyrimidin-4-amine